7-oxa-4-azaspiro[2.6]nonane hydrochloride Cl.C1CC12NCCOCC2